COCCCNC(C=C)=O N-(3-methoxy-propyl)acrylamide